2-dodecen-1-ol C(C=CCCCCCCCCC)O